CC1=C(C=C2C(NC(=NC2=C1)C1CCN(CC1)C)=O)C=1C=CC=2N(C1)C=C(N2)C 7-methyl-6-(2-methylimidazo[1,2-a]pyridin-6-yl)-2-(1-methylpiperidin-4-yl)quinazolin-4(3H)-one